C(C)(C)(C)C1=NC(=NO1)C1=CC=C(C=C1)C(=O)N1CCN(CC1)C=1OC=2C(=NC(=CC2)C2CC2)N1 (4-(5-(tert-butyl)-1,2,4-oxadiazol-3-yl)phenyl)(4-(5-cyclopropyloxazolo[4,5-b]pyridin-2-yl)piperazin-1-yl)methanone